C1OCC12CN(C2)CC(=O)N 2-(2-oxa-6-azaspiro[3.3]Heptane-6-yl)acetamide